C(C)(=O)C1=CC(=C(COC2=CC=CC(=N2)C2CCN(CC2)CC2=NC3=C(N2C[C@H]2OCC2)C=C(C=C3)C(=O)O)C=C1)OC (S)-2-((4-(6-((4-acetyl-2-methoxybenzyl)oxy)pyridin-2-yl)piperidin-1-yl)methyl)-1-(oxetan-2-ylmethyl)-1H-benzo[d]imidazole-6-carboxylic acid